β-aminoisobutyric acid (β-amino isobutyrate) NCC(C(=O)O)C.NCC(C(=O)O)C